C(CCCCCCC\C=C/CCCCCCCC)OC(C1=CC=CC=C1)(OCCCCCCCC\C=C/CCCCCCCC)O dioleyloxybenzylalcohol